N1C=CC=2C1=NC=C(C2)C=2C=C(C=CC2)C=CC(=O)NC2=CC(=CC=C2)C(C)C 3-(3-(1H-pyrrolo[2,3-b]pyridin-5-yl)phenyl)-N-(3-isopropylphenyl)acrylamide